C(C)(C)(CC)NC(O[C@H]1CO[C@H](C1)C=1C=NC(=NC1)N)=O |r| rac-(3R,5R)-5-(2-aminopyrimidin-5-yl)tetrahydrofuran-3-yl tert-pentylcarbamate